CC=1N=NN(C1)C=1C=C(C=CC1C(F)(F)F)N=C(C1=CC=CC=C1)C1=CC=CC=C1 N-(3-(4-methyl-1H-1,2,3-triazol-1-yl)-4-(trifluoromethyl)phenyl)-1,1-diphenylmethanimine